FC(OC=1C=CC2=C(CCCNC2)C1)(F)F 7-(trifluoromethoxy)-2,3,4,5-tetrahydro-2-benzazepine